C(C)(C)C(C(=O)O)CCCCCCCCCC isopropyl-lauric acid